6-(1H-indazol-6-yl)-N-(3-isopropoxy-4-morpholinylphenyl)-[1,2,4]triazolo[1,5-a]pyrazin-8-amine N1N=CC2=CC=C(C=C12)C=1N=C(C=2N(C1)N=CN2)NC2=CC(=C(C=C2)N2CCOCC2)OC(C)C